N-(4-(tert-butyl)phenyl)-1,4-dioxaspiro[4.5]decan-8-amine C(C)(C)(C)C1=CC=C(C=C1)NC1CCC2(OCCO2)CC1